(R)-N-(1-(2-fluorophenyl)ethyl)-6-(3-(4-methoxybenzyl)ureido)-N-methylspiro[3.3]heptane-2-carboxamide FC1=C(C=CC=C1)[C@@H](C)N(C(=O)C1CC2(C1)CC(C2)NC(=O)NCC2=CC=C(C=C2)OC)C